C(#C)C=1C=C(C=CC1)C[C@@H](C(=O)O)NC(=O)OCC1C2=CC=CC=C2C=2C=CC=CC12 (2S)-3-(3-ethynylphenyl)-2-(9H-fluoren-9-ylmethoxycarbonylamino)propanoic acid